FC1([C@H](C1)CNC=1C=C2C=C(N=C(C2=CN1)N)C=1C=NC=CC1C)F |r| (±)-N6-((2,2-difluorocyclopropyl)methyl)-3-(4-methylpyridin-3-yl)-2,7-naphthyridine-1,6-Diamine